5-((5-(3-(5-(tert-butyl)oxazol-2-yl)cyclopentyl)-1H-pyrazol-3-yl)amino)-6-fluoro-2,3-dihydrobenzo[d]isothiazole 1,1-dioxide C(C)(C)(C)C1=CN=C(O1)C1CC(CC1)C1=CC(=NN1)NC=1C(=CC2=C(CNS2(=O)=O)C1)F